(2S)-2-[(tert-Butoxycarbonyl)amino]-3-cyclopentylpropionic acid C(C)(C)(C)OC(=O)N[C@H](C(=O)O)CC1CCCC1